tert-Butyl (R)-(3-hydroxybutyl)carbamate O[C@@H](CCNC(OC(C)(C)C)=O)C